CCCCC\C=C/CC=CCCCCCCCCCCCCCCCCCC=CCC=CCCCCC (Z)-heptatriaconta-6,9,28,31-tetraen